C(C)OC(=O)C=1N(C2=C(C=CC(=C2C1)NC1=NC=CC(=C1)OC)Cl)C 1-methyl-4-((4-methoxypyridin-2-yl)amino)-7-chloro-indole-2-carboxylic acid ethyl ester